C(C)(C)(C)C1=C(C(=CC=C1)C(C)(C)C)OC(C(C)C1=CC=C(C=C1)O)=O 2,6-di-t-butylphenyl-4-hydroxy-phenylpropionate